FC1=CC=C(C=C1)[C@H]1CN(CC1)C=1C=2N(N=C(C1)C=1C(NC(NC1)=O)=O)C=CN2 (S)-5-(8-(3-(4-fluorophenyl)pyrrolidin-1-yl)imidazo[1,2-b]pyridazin-6-yl)pyrimidine-2,4(1H,3H)-dione